N-(3-fluoro-2-methyl-5-(3-(1-(piperazine-1-carbonyl)azetidin-3-yl)-1,2,4-oxadiazol-5-yl)phenyl)imidazo[1,2-a]pyridine-3-carboxamide FC=1C(=C(C=C(C1)C1=NC(=NO1)C1CN(C1)C(=O)N1CCNCC1)NC(=O)C1=CN=C2N1C=CC=C2)C